3-methyl-1-((2-(trimethylsilyl)ethoxy)methyl)-1H-pyrrolo[2,3-b]pyridin CC1=CN(C2=NC=CC=C21)COCC[Si](C)(C)C